(R)-N-(1-(1H-indol-3-yl)hexane-2-yl)-6-(4-methylpiperazin-1-yl)thieno[3,2-c]pyridine-2-carboxamide N1C=C(C2=CC=CC=C12)C[C@@H](CCCC)NC(=O)C1=CC=2C=NC(=CC2S1)N1CCN(CC1)C